C(C=C)N(C(OC(C)(C)C)=O)CC(C=C)O tert-Butyl allyl(2-hydroxybut-3-en-1-yl)carbamate